2-{4-(phenanthren-9-yl)-phenyl}-4,6-bis-{4-(pyridin-3-yl)-phenyl}-pyrimidine C1=CC=CC=2C3=CC=CC=C3C(=CC12)C1=CC=C(C=C1)C1=NC(=CC(=N1)C1=CC=C(C=C1)C=1C=NC=CC1)C1=CC=C(C=C1)C=1C=NC=CC1